3-cyano-4,4-dimethyl-2-oxopentanoic acid ethyl ester C(C)OC(C(C(C(C)(C)C)C#N)=O)=O